ClC=1C=C(CN2C=CC3=CC=CC=C23)C=CC1Cl 1-(3,4-dichlorobenzyl)-1H-indole